COC=1C=C(C=CC1)/C=C(/C(=O)C1=CC=CC=C1)\C[N+](=O)[O-] (E)-3-(3-methoxyphenyl)-2-nitromethyl-1-phenylprop-2-en-1-one